The molecule is a HETE anion that is the conjugate base of 10-HETE, obtained by deprotonation of the carboxy group; major species at pH 7.3. It derives from an arachidonate. It is a conjugate base of a 10-HETE. CCCCC/C=C\\C/C=C\\C(/C=C\\C/C=C\\CCCC(=O)[O-])O